F[C@H]1C[C@H](N(C1)C(=O)OC(C)(C)C)COS(=O)(=O)C tert-butyl (2S,4S)-4-fluoro-2-[(methanesulfonyloxy)methyl]pyrrolidine-1-carboxylate